OC1=C2C(N(C(C2=CC=C1)=O)C1C(N(C(CC1)=O)CCOC)=O)=O 4-hydroxy-2-(1-(2-methoxyethyl)-2,6-dioxopiperidin-3-yl)isoindolin-1,3-dione